4-((9H-carbazol-9-yl)methyl)-N'-ethylbenzoic hydrazide C1=CC=CC=2C3=CC=CC=C3N(C12)CC1=CC=C(C(=O)NNCC)C=C1